ClC1=C(C[C@@H]2N(OCC2)C2=CC(=NC=N2)NC=2C(=CC(=C(C2)NC(C=C)=O)N(C)CCN(C)C)OC)C=CC=C1Cl N-(5-((6-((S)-3-(2,3-dichlorobenzyl)isoxazolidine-2-yl)pyrimidine-4-yl)amino)-2-((2-(dimethylamino)ethyl)(methyl)amino)-4-methoxyphenyl)acrylamide